N2,N7-dicyclohexyl-9-((prop-2-yn-1-yloxy)imino)-9H-fluorene-2,7-disulfonamide C1(CCCCC1)NS(=O)(=O)C1=CC=2C(C3=CC(=CC=C3C2C=C1)S(=O)(=O)NC1CCCCC1)=NOCC#C